N-((5-chloropyridin-2-yl)methylene)-2-methylpropane-2-sulfinamide ClC=1C=CC(=NC1)C=NS(=O)C(C)(C)C